OC[C@H]1C(N2C3=C(N=C(N=C3N1C([2H])([2H])[2H])NCC=1C=NC(=CC1)OC=1C(=NC(=NC1)C(F)(F)F)C)CCC2)=O (S)-5-(Hydroxymethyl)-4-(methyl-d3)-2-(((6-((4-methyl-2-(trifluoromethyl)pyrimidin-5-yl)oxy)pyridin-3-yl)methyl)amino)-4,5,9,10-tetrahydro-6H,8H-pyrido[3,2,1-de]pteridin-6-one